2-Chloro-4-((furan-2-ylmethyl)amino)-N-methyl-5-(5-oxo-2,5-dihydro-1,2,4-oxadiazol-3-yl)benzenesulfonamide ClC1=C(C=C(C(=C1)NCC=1OC=CC1)C=1NOC(N1)=O)S(=O)(=O)NC